ClC1=CC(=C(C2=C1N(N=N2)C)C)[C@@H](CC(=O)O)C=2C=C(C1=C(C=CS1)C2)CN2CC1=C(C[C@@H](C2)CC)C=CC(=N1)O (3S)-3-(7-chloro-1,4-dimethyl-1H-benzotriazol-5-yl)-3-(7-{[(6S)-6-ethyl-2-hydroxy-5,6,7,9-tetrahydro-8H-pyrido[2,3-c]azepin-8-yl]methyl}-1-benzothiophen-5-yl)propanoic acid